(R)-5-bromo-N-(1-cyclopropylethyl)-4-(difluoromethyl)pyridin-2-amine BrC=1C(=CC(=NC1)N[C@H](C)C1CC1)C(F)F